ClC1=CC=2C(C=3N=C(N=CC3C2C=C1)N1CCC(CC1)(F)F)=O 7-chloro-2-(4,4-difluoropiperidin-1-yl)-9H-indeno[2,1-d]pyrimidin-9-one